(S)-(3-Fluorophenyl)((2R,5R)-5-(((1r,4R)-4-methoxycyclohexyl)methyl)-5-methylpyrrolidin-2-yl)methanol hydrochloride Cl.FC=1C=C(C=CC1)[C@H](O)[C@@H]1N[C@@](CC1)(C)CC1CCC(CC1)OC